tert-butyl (2S)-2-[({4-[({(2R)-5-[(3-chloro-2-methylphenyl)carbamothioyl]-2-methyl-6-oxo-1,2,3,6-tetrahydropyridin-4-yl}amino)methyl]pyridin-3-yl}oxy)methyl]morpholine-4-carboxylate ClC=1C(=C(C=CC1)NC(=S)C1=C(C[C@H](NC1=O)C)NCC1=C(C=NC=C1)OC[C@@H]1CN(CCO1)C(=O)OC(C)(C)C)C